1-(2,2-dimethyl-4H-benzo[1,3]dioxin-6-yl)ethanol fumarate C(\C=C\C(=O)O)(=O)O.CC1(OC2=C(CO1)C=C(C=C2)C(C)O)C